7-fluoro-(1H-pyrazole-4-yl)-1,2,3,4-tetrahydroquinoline FC1=CC=C2CCCN(C2=C1)C=1C=NNC1